CC=1N=C(C=2N(C1)C=C(N2)NC(OC(C)(C)C)=O)CC2COCC2 tert-butyl N-[6-methyl-8-(tetrahydrofuran-3-ylmethyl)imidazo[1,2-a]pyrazin-2-yl]carbamate